ClC=1C=C2C(=C(C=NC2=CC1)S(=O)(=O)N1CCOCC1)NC1=C(C=C(C=C1)C(=O)O)C(=O)O 4-[(6-chloro-3-morpholinesulfonyl-4-quinolinyl)amino]benzene-1,3-dicarboxylic acid